Cl.NC(C(=O)OC)(C)C methyl 2-amino-2-methyl-propanoate hydrochloride salt